FC(OC[C@H]1NC[C@H](CC1)OC1=CC=C(C=C1)C(F)(F)F)F (2S,5S)-2-((difluoromethoxy)methyl)-5-(4-(trifluoromethyl)phenoxy)piperidine